((2,6-Dimethylpyrimidin-4-yl)amino)-N-methoxy-4-((2-(N-methylmethanesulfonamido)phenyl)amino)nicotinamide CC1=NC(=CC(=N1)NC1=C(C(=O)NOC)C(=CC=N1)NC1=C(C=CC=C1)N(S(=O)(=O)C)C)C